FC(C1=C(C(=CC=C1)F)B(O)O)F (2-(difluoromethyl)-6-fluorophenyl)boronic acid